methyl 5-(bromomethyl)-6-methoxypicolinate BrCC=1C=CC(=NC1OC)C(=O)OC